5-(5-(3,3-dimethylpiperidin-1-yl)-6-methylpyridazin-3-yl)pyrimidine-2,4(1H,3H)-dione CC1(CN(CCC1)C=1C=C(N=NC1C)C=1C(NC(NC1)=O)=O)C